C(C)C1=NC(=NO1)CCN [2-(5-Ethyl-1,2,4-oxadiazol-3-yl)ethyl]amine